NC\C=C(\CN1C2=NC=NC(=C2N(C1=O)C)C=1C=C(C=CC1)S(=O)(=O)N(C)C)/F (Z)-3-(9-(4-amino-2-fluoro-but-2-en-1-yl)-7-methyl-8-oxo-8,9-dihydro-7H-purin-6-yl)-N,N-dimethylbenzenesulfonamide